methyl (3S)-3-aminopyrrolidine-1-carboxylate N[C@@H]1CN(CC1)C(=O)OC